ClC1=C(C(=O)NC=2C=NC(=C(C2)Cl)N2N=C3C(=C2)CCC3)C=C(C(=C1)C1=C(C=NC=C1)C#C)F 2-chloro-N-(5-chloro-6-(5,6-dihydrocyclopenta[c]pyrazol-2(4H)-yl)pyridin-3-yl)-4-(3-ethynylpyridin-4-yl)-5-fluorobenzamide